CCCCC=CC(=O)O Heptenoic acid